(1r,4r)-4-(((5-amino-1,3,4-thiadiazol-2-yl)oxy)methyl)-1-methylcyclohexane-1-ol NC1=NN=C(S1)OCC1CCC(CC1)(O)C